CS(=O)(=O)NC=1C=C(C=CC1C)NC(=O)N[C@@H](C)C=1N(N=CN1)C1=NC=CC=N1 1-[3-(methanesulfonamido)-4-methyl-phenyl]-3-[(1S)-1-(2-pyrimidin-2-yl-1,2,4-triazol-3-yl)ethyl]urea